C1(CC1)C(O)C=1C=NC(=NC1)N1[C@H](C2=C(CC1)NC=N2)C2=NN1C(C(=CC=C1)F)=C2 cyclopropyl(2-((R)-4-(4-fluoropyrazolo[1,5-a]pyridin-2-yl)-1,4,6,7-tetrahydro-5H-imidazo[4,5-c]pyridin-5-yl)pyrimidin-5-yl)methanol